2-hydroxy-3-(2-methyl-2-propenyl)benzaldehyde OC1=C(C=O)C=CC=C1CC(=C)C